CC=1C2=C(SC1C(=O)N(CCN1CCOCC1)CCC(=O)NC)C=CC(=C2)C2=CN(C(C=C2)=O)C 3-methyl-5-(1-methyl-6-oxo-1,6-dihydropyridin-3-yl)-N-(3-(methylamino)-3-oxopropyl)-N-(2-morpholinoethyl)benzo[b]thiophene-2-carboxamide